C(CCC)SSCCCO 3-(butyldisulfaneyl)propan-1-ol